2-(6-fluoro-1,5-naphthyridin-4-yl)-3-iodo-1H,6H,7H-pyrano[4,3-b]pyrrol-4-one FC=1N=C2C(=CC=NC2=CC1)C1=C(C2=C(N1)CCOC2=O)I